OC1=C(C=C(C=C1)N1C(C2=CC=C(C=C2CC1)C1=C(C=C(C=C1)C(F)(F)F)OC)=O)NS(=O)(=O)C N-(2-hydroxy-5-(6-(2-methoxy-4-(trifluoromethyl)phenyl)-1-oxo-3,4-dihydroisoquinolin-2(1H)-yl)phenyl)methanesulfonamide